6-chloro-5'-(3-chloro-5-fluorophenyl)-2'-(4,6-dimethoxypyridin-3-yl)-3'-isopropyl-3'H-spiro[indoline-3,4'-pyrrolo[3,4-d]imidazole]-2,6'(5'H)-dione ClC1=CC=C2C(=C1)NC(C21N(C(C=2N=C(N(C21)C(C)C)C=2C=NC(=CC2OC)OC)=O)C2=CC(=CC(=C2)F)Cl)=O